C(C=C)SCC(=O)C1=C(C=C(C=C1)F)F 2-allylthio-1-(2,4-difluorophenyl)ethane-1-one